OC1C(CCCC1O)N(C(OC(C)(C)C)=O)CC1=CC=C(C=C1)OC tert-butyl (2,3-dihydroxycyclohexyl)(4-methoxybenzyl)carbamate